8-acetyl-3-(difluoromethyl)-6-fluoro-2-(tetrahydro-2H-pyran-4-yl)quinazolin-4(3H)-one C(C)(=O)C=1C=C(C=C2C(N(C(=NC12)C1CCOCC1)C(F)F)=O)F